tert-butyl 12-isopropyl-13-oxo-4-oxa-8,12-diazadispiro[2.1.5.3]tridecane-8-carboxylate C(C)(C)N1CC2(OC3(CC3)C1=O)CCN(CC2)C(=O)OC(C)(C)C